1-(4-cyano-3-trifluoromethylphenyl)-N-(pyridin-4-yl)-1H-pyrazole-3-carboxamide C(#N)C1=C(C=C(C=C1)N1N=C(C=C1)C(=O)NC1=CC=NC=C1)C(F)(F)F